COC=1C=C(C=CC1)OC1=C(C(=O)O)C=CC=C1 2-(3-methoxyphenyloxy)benzoic acid